1-benzoyl-4-(2-trifluoromethyl-benzyl)piperazine C(C1=CC=CC=C1)(=O)N1CCN(CC1)CC1=C(C=CC=C1)C(F)(F)F